1,3-bis-BOC-2-(trifluoromethylsulfonyl)guanidine C(=O)(OC(C)(C)C)NC(=NS(=O)(=O)C(F)(F)F)NC(=O)OC(C)(C)C